Azobis(2,4-dimethylvaleronitrile) N(=NC(C#N)(CC(C)C)C)C(C#N)(CC(C)C)C